2-(4-fluoro-2-(oxiran-2-yl)phenoxy)acetonitrile FC1=CC(=C(OCC#N)C=C1)C1OC1